CC([C@@H](C(N1[C@@H](CCC1)C(N[C@H]1[C@@H](C1)C1=CC=CC=C1)=O)=O)NC(=O)C=1NC2=CC=C(C=C2C1)C(F)(F)P(O)(O)=O)(C)C ((2-(((S)-3,3-dimethyl-1-oxo-1-((S)-2-(((1R,2S)-2-phenylcyclopropyl)carbamoyl)pyrrolidin-1-yl)butan-2-yl)carbamoyl)-1H-indol-5-yl)difluoromethyl)phosphonic acid